O1CC(C1)CC 2-(oxetan-3-yl)ethane